3-mercapto-1-propanesulfonic acid, bis-(3-sulfopropyl)-dithiodisodium salt S(=O)(=O)(O)CCCS(S[Na])([Na])CCCS(=O)(=O)O.SCCCS(=O)(=O)O